C1(CC1)CN1CC2=C(CC1)SC(=C2)C=2C=C(C(=C(C2)C(=O)C=2C=NC(=CC2)C)O)OC (5-(5-(cyclopropylmethyl)-4,5,6,7-tetrahydrothieno[3,2-c]pyridin-2-yl)-2-hydroxy-3-methoxyphenyl)(6-methylpyridin-3-yl)methanone